CC=1C(=C(C=C(C1)C(F)(F)F)O)C=1C=CC=2C(N1)=NN(C2)[C@H]2COCCC2 3-methyl-2-[2-[(3R)-tetrahydropyran-3-yl]pyrazolo[3,4-b]pyridin-6-yl]-5-(trifluorometh-yl)phenol